Methyl 2-amino-5-(2-fluoro-3-methoxyphenyl)-4-methylthiophene-3-carboxylate NC=1SC(=C(C1C(=O)OC)C)C1=C(C(=CC=C1)OC)F